O[C@@H]1COCC1 (S)-(-)-3-hydroxytetrahydrofuran